CC1C(CCCC1)(C)C trimethylcyclohexan